(S)-N-(chroman-4-yl)-2-(6-isopropylpyridin-3-yl)benzo[d]thiazole-6-carboxamide O1CC[C@@H](C2=CC=CC=C12)NC(=O)C1=CC2=C(N=C(S2)C=2C=NC(=CC2)C(C)C)C=C1